C(C)(C)(C)OC(=O)N1C=2N(CC(C1)CN)N=CC2CC2=CC=C(C=C2)C(F)(F)F tert-butyl-6-(aminomethyl)-3-(4-(trifluoromethyl)benzyl)-6,7-dihydropyrazolo[1,5-a]pyrimidine-4(5H)-carboxylate